C(C)(C)(C)OC(=O)N1CC(C2(CC1)CC=CCC2)C2=C(C1=C(N=CN=C1N)N2C)C=2C=NC=C(C2)F (4-amino-5-(5-fluoropyridin-3-yl)-7-methyl-7H-pyrrolo[2,3-d]pyrimidin-6-yl)-3-azaspiro[5.5]undec-8-ene-3-carboxylic acid tert-butyl ester